C(C)(C)(C)OC(=O)N[C@H](C(=O)O)CC1=CNC2=CC=C(C=C12)C1=CC=CC=C1 (S)-2-((tert-Butoxycarbonyl)amino)-3-(5-phenyl-1H-indol-3-yl)propanoic acid